CC1=C(C=CC=C1)[Se][Se]C1=C(C=CC=C1)C di-(2-methylphenyl) diselenide